N-{2-[(4S)-4-methoxypyrrolidin-2-yl]imidazo[1,2-a]pyrazin-6-yl}-1-methylindazole-5-carboxamide trifluoroacetate FC(C(=O)O)(F)F.CO[C@H]1CC(NC1)C=1N=C2N(C=C(N=C2)NC(=O)C=2C=C3C=NN(C3=CC2)C)C1